BrC1=CC(=C(C(=O)O)C(=C1)C)C(F)F 4-bromo-2-(difluoromethyl)-6-methylbenzoic acid